[N+](=O)([O-])C1=CC=C(OP(=O)(OC2=CC=CC=C2)N[C@H](C(=O)O[C@@H]2CN(CC2)C(=O)OC(C)(C)C)C)C=C1 (3S)-tert-butyl 3-(((2S)-2-(((4-nitrophenoxy)(phenoxy)phosphoryl)amino)propanoyl) oxy)pyrrolidine-1-carboxylate